[Si](C1=CC=CC=C1)(C1=CC=CC=C1)(C(C)(C)C)OC[C@@H]1N(C(CC1)=O)C(=O)OC(C)(C)C tert-butyl (2R)-2-{[(tert-butyldiphenylsilyl) oxy] methyl}-5-oxopyrrolidine-1-carboxylate